tert-butyl (2-hydroxyphenyl)carbamate OC1=C(C=CC=C1)NC(OC(C)(C)C)=O